(R)-5-(cyclopropylethynyl)-2-(4,4-difluoroazepan-1-yl)-4-methyl-N-(3-(S-methylsulfonimidoyl)phenyl)nicotinamide C1(CC1)C#CC=1C=NC(=C(C(=O)NC2=CC(=CC=C2)[S@@](=O)(=N)C)C1C)N1CCC(CCC1)(F)F